(3R)-3-({5-[2,4-difluoro-5-(methoxycarbonyl)phenyl]-1-trityl-1H-indazol-3-yl}carbamoyl)piperidine-1-carboxylic acid tert-butyl ester C(C)(C)(C)OC(=O)N1C[C@@H](CCC1)C(NC1=NN(C2=CC=C(C=C12)C1=C(C=C(C(=C1)C(=O)OC)F)F)C(C1=CC=CC=C1)(C1=CC=CC=C1)C1=CC=CC=C1)=O